BrC=1C=C2CCN(CC2=CC1C(=O)N1CC2=CC=CC=C2C[C@H]1C)C(C(F)(F)F)=O 1-{6-bromo-7-[(3R)-3-methyl-1,2,3,4-tetrahydroisoquinoline-2-carbonyl]-1,2,3,4-tetrahydroisoquinoline-2-yl}-2,2,2-trifluoroethane-1-one